N[C@H]1CN(CCC1)C1=C(C(=C(C(=N1)SC(C(=O)N)C1=CC=CC=C1)C#N)CC)C#N 2-((6-((R)-3-aminopiperidin-1-yl)-3,5-dicyano-4-ethylpyridin-2-yl)thio)-2-phenylacetamide